2-(3-{2-[(1R,3R,5R)-2-azabicyclo[3.1.0]hexan-3-yl]ethynyl}pyridin-4-yl)-3-[(3-chloro-2-methoxyphenyl)amino]-1H,5H,6H,7H-pyrrolo[3,2-c]pyridin-4-one [C@@H]12N[C@H](C[C@H]2C1)C#CC=1C=NC=CC1C1=C(C=2C(NCCC2N1)=O)NC1=C(C(=CC=C1)Cl)OC